[Mo].[Cu].[Zr].[Cr] chromium zirconium copper molybdenum